IC1=CC=C(C=C1)NC(=S)N 1-(4-iodophenyl)-2-thiourea